5-(4-fluorophenyl)-1-((4-(trifluoromethyl)phenyl)sulfonyl)-1H-pyrrole-3-carbaldehyde FC1=CC=C(C=C1)C1=CC(=CN1S(=O)(=O)C1=CC=C(C=C1)C(F)(F)F)C=O